propyl-4,5-dihydro-1H-pyrazole-4-carboxamide C(CC)N1N=CC(C1)C(=O)N